CC1=CC=C(C=C1)S(=O)(=O)O[C@@H](C)CCCCCC (S)-octan-2-yl 4-methylbenzenesulfonate